ClC=1C(=NN(C1C)C=1C=C(C(=O)N(CC)C2=CC3=C(OC(O3)(F)F)C=C2)C=CC1)C 3-(4-chloro-3,5-dimethyl-pyrazol-1-yl)-N-(2,2-difluoro-1,3-benzodioxol-5-yl)-N-ethyl-benzamide